C(C1=CC=CC=C1)OC1=CC=C2C(=C(COC2=C1)Br)C1=CC(=C(C=C1)N1CCC(CC1)C(OC)OC)F 1-(4-(7-(benzyloxy)-3-bromo-2H-chromene-4-yl)-2-fluorophenyl)-4-(dimethoxymethyl)piperidine